CC1=CC=C(C=CC=O)C=C1 p-methyl-cinnamaldehyde